5-((3-(2-(diethylamino)ethyl)-1H-indol-5-yl)oxy)-5-oxopentanoic acid C(C)N(CCC1=CNC2=CC=C(C=C12)OC(CCCC(=O)O)=O)CC